C(C1CO1)OCCC[SiH2]C(O[Si](C)(C)C)O[Si](C)(C)C gamma-glycidoxypropyl-bis(trimethylsiloxy)methylsilane